[(1R,2S,4R)-2-Hydroxy-4-{[5-({4-[(3-methyl-1H-indol-1-yl)methyl]-2-thienyl}carbonyl)pyrimidin-4-yl]amino}cyclopentyl]methyl sulfamate S(N)(OC[C@@H]1[C@H](C[C@@H](C1)NC1=NC=NC=C1C(=O)C=1SC=C(C1)CN1C=C(C2=CC=CC=C12)C)O)(=O)=O